di(4-methoxyphenyl)boronic acid COC1=CC=C(C=C1)OBOC1=CC=C(C=C1)OC